lithium carbide [C-]#[C-].[Li+].[Li+]